1-(cyclopropyl(methyl)carbamoyl)azetidin-3-yl (1-(4-(2,6-dioxopiperidin-3-yl)-3,5-dimethylphenyl)azetidin-3-yl)carbamate O=C1NC(CCC1C1=C(C=C(C=C1C)N1CC(C1)NC(OC1CN(C1)C(N(C)C1CC1)=O)=O)C)=O